(S)-6-(1-amino-1,3-dihydrospiro[indene-2,4'-piperidin]-1'-yl)-3-(1-(3-cyclopropylphenyl)cyclopropyl)-1,5-dihydro-4H-pyrazolo[3,4-d]pyrimidin-4-one N[C@@H]1C2=CC=CC=C2CC12CCN(CC2)C=2NC(C1=C(N2)NN=C1C1(CC1)C1=CC(=CC=C1)C1CC1)=O